6-(3-morpholinopropoxy)-N-(2-(2-(2-(naphthalen-2-ylamino)-2-oxoacetyl)pyrrolidin-1-yl)-2-oxoethyl)quinoline-4-carboxamide O1CCN(CC1)CCCOC=1C=C2C(=CC=NC2=CC1)C(=O)NCC(=O)N1C(CCC1)C(C(=O)NC1=CC2=CC=CC=C2C=C1)=O